FC1=C(C=C(C=C1)NC(=O)C=1N(C=C2C1OCC1C(NS2(=O)=O)CNC1)C)C N-(4-Fluoro-3-methylphenyl)-7-methyl-2,3,3a,4,10,10a-hexahydro-1H,7H-dipyrrolo[3,4-b:3',4'-f][1,4,5]oxathiazocin-8-carboxamid-5,5-dioxid